2-(4-(((4-(4-Methoxyphenyl)-5-oxo-4,5-dihydro-1H-1,2,4-triazol-1-yl)-methyl)thio)-2-methylphenoxy)acetic acid COC1=CC=C(C=C1)N1C=NN(C1=O)CSC1=CC(=C(OCC(=O)O)C=C1)C